O1C=C[C@H](O)[C@@H](O)[C@@H]1CO L-glucal